n-dodecylisocyanate C(CCCCCCCCCCC)N=C=O